FC(C1=CC=CC(=N1)CCC)(F)F 1-(6-(trifluoromethyl)pyridin-2-yl)propan